C(C)(C)(C)OC([C@@H](CC=1C=CC2=C(C(=CO2)C=O)C1)[C@@H]1CN(CC1)C(=O)OC(C)(C)C)=O Tert-butyl (R)-3-((S)-1-(tert-butoxy)-3-(3-formylbenzofuran-5-yl)-1-oxopropane-2-yl)pyrrolidine-1-carboxylate